NC1=C(C=NN1C1=CC2=C(NC(=N2)C2CC2)C=C1)C(=O)C=1NC2=CC(=CC=C2C1)C=1C=NN(C1)CC (5-amino-1-(2-cyclopropyl-1H-benzo[d]imidazol-5-yl)-1H-pyrazol-4-yl)(6-(1-ethyl-1H-pyrazol-4-yl)-1H-indol-2-yl)methanone